n-propyl-epsilon-caprolactam C(CC)C1C(=O)NCCCC1